FC=1C=C2OCCCCC3=C(C=NN3C2=CC1)C(=O)O 14-fluoro-11-oxa-2,3-diazatricyclo[10.4.0.02,6]hexadeca-1(16),3,5,12,14-pentaene-5-carboxylic acid